(R)-tetrahydrofuran-3-yl chloromethyl carbonate C(O[C@H]1COCC1)(OCCl)=O